OC(C)(C)C=1C=C(C(=O)NC2=CC(=C(C=C2)C)C2=CC3=C(N=C(N=C3)NC)N3C2=NCC3)C=CC1 3-(2-hydroxypropan-2-yl)-N-(4-methyl-3-(2-(methylamino)-8,9-dihydroimidazo[1',2':1,6]pyrido[2,3-d]pyrimidin-6-yl)phenyl)benzamide